COC1(CN(C1)C(=O)OC(C)(C)C)C=1C=NC=CC1 tert-butyl 3-methoxy-3-(pyridin-3-yl)azetidine-1-carboxylate